N1C=CC2=NC=CC=C21 1H-pyrrolo(3,2-b)pyridine